silver-tin sulfide [Sn]=S.[Ag]